7-((4-(2,4-difluorophenyl)piperazin-1-yl)methyl)-3-ethylquinazoline-2,4(1H,3H)-dione FC1=C(C=CC(=C1)F)N1CCN(CC1)CC1=CC=C2C(N(C(NC2=C1)=O)CC)=O